2-Methylen-5,5-dimethyl-1,3-dioxan C=C1OCC(CO1)(C)C